hexanedi-thiol C(CCCCC)(S)S